NC1=NC2=CC=C(C=C2C=C1C)C(=O)N([C@H](CC)C1=NC=CC=N1)CC1=NC=C(C=C1)C#N 2-amino-N-((5-cyano-2-pyridinyl)methyl)-3-methyl-N-((1R)-1-(2-pyrimidinyl)propyl)-6-quinolinecarboxamide